The molecule is a 1-alkyl-sn-glycerol 3-phosphate in which the alkyl group is specified as oleyl. It derives from a (9Z)-octadecen-1-ol. It is a conjugate acid of a 1-oleyl-sn-glycero-3-phosphate(2-). CCCCCCCC/C=C\\CCCCCCCCOC[C@H](COP(=O)(O)O)O